3-(2,4-dichlorophenyl)-4-(4-((1-(3-fluoropropyl)azetidin-3-yl)methyl)phenyl)-2H-thiochromene-7-carboxylic acid ClC1=C(C=CC(=C1)Cl)C=1CSC2=CC(=CC=C2C1C1=CC=C(C=C1)CC1CN(C1)CCCF)C(=O)O